[6-(2,3-Dihydro-benzo[1,4]dioxin-5-yl)-pyridazin-3-yl]-(4-{[(morpholin-3-ylmethyl)-amino]-methyl}-phenyl)-amine O1CCOC2=C1C=CC=C2C2=CC=C(N=N2)NC2=CC=C(C=C2)CNCC2NCCOC2